1-benzyl-1-(1-pentylpiperidin-4-yl)-3-(3-(trifluoromethyl)phenyl)urea C(C1=CC=CC=C1)N(C(=O)NC1=CC(=CC=C1)C(F)(F)F)C1CCN(CC1)CCCCC